methyl 2-(5-methylpyrrolidin-2-yl)acetate HCl Cl.CC1CCC(N1)CC(=O)OC